C(#N)C=1C=NN2C1C(=CC(=C2)C=2C=NN(C2)C)N2N=CC(=C2)C(=O)O 1-(3-cyano-6-(1-methyl-1H-pyrazol-4-yl)pyrazolo[1,5-a]pyridin-4-yl)-1H-pyrazole-4-carboxylic acid